(1-((2-chloro-4-nitrophenyl)amino)-3-methyl-1-oxobutan-2-yl)-2-(methylsulfonamido)benzamide ClC1=C(C=CC(=C1)[N+](=O)[O-])NC(C(C(C)C)C=1C(=C(C(=O)N)C=CC1)NS(=O)(=O)C)=O